tert-butyl (4-(5-amino-2-chloro-N-methylbenzamido)-3-methylphenyl)(methyl)carbamate NC=1C=CC(=C(C(=O)N(C)C2=C(C=C(C=C2)N(C(OC(C)(C)C)=O)C)C)C1)Cl